ethyl 3-amino-4-cyclopropyl-1H-pyrrole-2-carboxylate NC1=C(NC=C1C1CC1)C(=O)OCC